ClC=1C=C2C(=CC=NC2=CC1)NC1=CC=C(C(=O)N)C=C1 4-[(6-chloroquinolin-4-yl)amino]Benzamide